IC=1C(NC(N([C@H]2C[C@H](O)[C@@H](CO)O2)C1)=O)=S 5-IODo-4-THIO-2'-DEOXYURIDIN